2,2,6-trimethyl-cyclohexane-carbonitrile CC1(C(C(CCC1)C)C#N)C